BrC=1N=CC=2N(C1)C(=CN2)C2=NC=CC(=N2)N2CC(CCC2)C=2N=C(NC2)C 6-Bromo-3-(4-(3-(2-methyl-1H-imidazol-4-yl)piperidin-1-yl)pyrimidin-2-yl)imidazo[1,2-a]pyrazine